N-((1r,4r)-4-((4,4-dimethylpentan-2-yl)amino)cyclohexyl)-4-isopropyl-5-(8-methyl-[1,2,4]triazolo[1,5-a]pyridin-6-yl)-1H-pyrazole-3-carboxamide CC(CC(C)NC1CCC(CC1)NC(=O)C1=NNC(=C1C(C)C)C=1C=C(C=2N(C1)N=CN2)C)(C)C